BrC1=CC=C(C=C1)CS(=O)(=O)NCCN1CCC(CC1)CN1N=NC(=C1)C1=C(NC2=CC=C(C=C12)F)C(=O)OCC(C)C Isobutyl 3-(1-((1-(2-(((4-bromophenyl)methyl)sulfonamido)ethyl)piperidin-4-yl)methyl)-1H-1,2,3-triazol-4-yl)-5-fluoro-1H-indol-2-carboxylat